(R)-3-(1-(2-(6-bromopyridin-3-yl)-3,6-dimethyl-4-oxo-3,4-dihydroquinazolin-8-yl)ethylamino)-6-chloropicolinic acid BrC1=CC=C(C=N1)C1=NC2=C(C=C(C=C2C(N1C)=O)C)[C@@H](C)NC=1C(=NC(=CC1)Cl)C(=O)O